FC=1C=C(C=NC1)CN1CC(CC1)CNC(=O)C1CCN(CC1)C1=NC(=NO1)C1=CC=C(C=C1)OC N-((1-((5-fluoropyridin-3-yl)methyl)pyrrolidin-3-yl)methyl)-1-(3-(4-methoxyphenyl)-1,2,4-oxadiazol-5-yl)piperidine-4-carboxamide